N-phenyl-7-azaspiro[3.5]nonan-2-carbothioamide C1(=CC=CC=C1)NC(=S)C1CC2(C1)CCNCC2